CS(=O)(=O)N1CCN(CC1)C(CO)C 2-(4-methylsulfonylpiperazin-1-yl)propan-1-ol